2-amino-3-iodo-N-methyl-N-((5S)-2-(trifluoromethyl)-5,8-dihydro-6H-pyrano[3,4-b]pyridin-5-yl)-6-quinoline-carboxamide NC1=NC2=CC=C(C=C2C=C1I)C(=O)N([C@@H]1COCC2=NC(=CC=C21)C(F)(F)F)C